CN1C(N(C=2C1=NC=C(C2)C=2SC(=CC2)C(F)(F)F)CC(=O)O)=O 2-(3-methyl-2-oxo-6-(5-(trifluoromethyl)thiophen-2-yl)-2,3-dihydro-1H-imidazo[4,5-b]pyridin-1-yl)acetic acid